(pyridin-3-yl)methanol N1=CC(=CC=C1)CO